4-(furan-3-yl)pent-4-en-1-ol O1C=C(C=C1)C(CCCO)=C